CC1=C(C(=CC=C1)C)C1=CN=C(C(=N1)NS(=O)(=O)C1=CC=CC=C1)OC1=CC=CC=C1 N-[6-(2,6-dimethylphenyl)-3-phenoxy-pyrazin-2-yl]benzenesulfonamide